[N+](=O)([O-])C=1C(NC2=NC(=CC=C2C1)[2H])=O 3-nitro-1,8-naphthyridin-2(1H)-one-7-d